C=1C2=C(OCC1)C=CC1=CC=CC=C12 3H-naphtho[2,1-b]pyrane